((Z)-3-(3,5-bis(trifluoromethyl)phenyl)-1H-1,2,4-triazol-1-yl)acrylic acid FC(C=1C=C(C=C(C1)C(F)(F)F)C1=NN(C=N1)C(C(=O)O)=C)(F)F